O=C1NC(CCC1NC(=O)C1(CC1)CC)=O N-(2,6-dioxo-3-piperidyl)-1-ethyl-cyclopropanecarboxamide